BrC1=CC=C(C=C1)N1CC2CN(CC(C1)O2)C 3-(4-bromophenyl)-7-methyl-9-oxa-3,7-diazabicyclo[3.3.1]nonane